FC1=C(C=CC=C1C(F)(F)F)[C@@H](C)N |r| (R/S)-1-(2-fluoro-3-(trifluoromethyl)phenyl)ethan-1-amine